tert-butyl-(6'-chloro-5-(2-methoxyethoxy)-[2,3'-bipyridine]) C(C)(C)(C)C=1C(=NC=C(C1)OCCOC)C=1C=NC(=CC1)Cl